ClC1=C2C(C(OC(C2=C(C(=C1)C(=O)NC(C(=O)O)CC1=CC=CC=C1)O)=O)C)O 2-[(5-chloro-4,8-dihydroxy-3-methyl-1-oxo-3,4-dihydroisochromene-7-carbonyl)amino]-3-phenylpropionic acid